ClCC(=O)N1C2=C(OC[C@@H]1C)N=C(C(=C2)CC2=CC=C(C=C2)F)N2CCOCC2 (S)-2-chloro-1-(7-(4-fluorobenzyl)-2-methyl-6-morpholino-2,3-dihydro-1H-pyrido[2,3-b][1,4]oxazin-1-yl)ethan-1-one